(S)-7-acetamido-1,2,3-trimethoxy-N-methyl-10-oxo-5,6,7,10-tetrahydrobenzo[a]heptalen-9-carboxamide C(C)(=O)N[C@H]1CCC2=C(C=3C=CC(C(=CC13)C(=O)NC)=O)C(=C(C(=C2)OC)OC)OC